(S)-7-isopropoxy-1-((5-oxopyrrolidin-2-yl)methoxy)-4-((tetrahydro-2H-pyran-4-yl)ethynyl)isoquinoline-6-carboxamide C(C)(C)OC1=C(C=C2C(=CN=C(C2=C1)OC[C@H]1NC(CC1)=O)C#CC1CCOCC1)C(=O)N